C(C)(C)(C)OC(=O)N[C@]1(CN(CC1)C1=C(C(=C(C=C1)F)C=C)CN1C2=NC=NC(=C2N=C1)NC(=O)OC(C)(C)C)C(=O)OC methyl (R)-3-((tert-butoxycarbonyl)amino)-1-(2-((6-((tert-butoxycarbonyl)amino)-9H-purin-9-yl)methyl)-4-fluoro-3-vinylphenyl)pyrrolidine-3-carboxylate